C(C)(C)(C)NC(=O)NC=1C(=CC2=C(N=C(N=C2)NCCCC#C)N1)C1=C(C=CC=C1)OC 1-(tert-butyl)-3-(6-(2-methoxyphenyl)-2-(pent-4-yn-1-ylamino)pyrido[2,3-d]pyrimidin-7-yl)urea